(2R,4S)-N-((S)-1-(((R)-2-amino-6,7-dihydro-5H-cyclopenta[b]pyridin-5-yl)amino)-1-oxopropan-2-yl)-4-(4-fluorobenzyl)pyrrolidine-2-carboxamide NC1=CC=C2C(=N1)CC[C@H]2NC([C@H](C)NC(=O)[C@@H]2NC[C@H](C2)CC2=CC=C(C=C2)F)=O